ClC1=C(C=CC(=C1)C(F)(F)F)NC(CN1C=2N(C(C(=C1CC)N1CCNCC1)=O)N=C(N2)N2CCOCCC2)=O N-(2-chloro-4-(trifluoromethyl)phenyl)-2-(5-ethyl-2-(1,4-oxazepan-4-yl)-7-oxo-6-(piperazin-1-yl)-[1,2,4]triazolo[1,5-a]pyrimidin-4(7H)-yl)acetamide